6-methoxy-3,4-dihydro-2H-phenanthridin-1-one COC=1N=C2CCCC(C2=C2C=CC=CC12)=O